FC=1C=CC2=C(CCO2)C1CN(C(OC(C)(C)C)=O)C1=NC=C(C=2N1C=NN2)N2C=NC(=C2)C tert-Butyl (5-fluoro-2,3-dihydrobenzofuran-4-yl)methyl(8-(4-methyl-1H-imidazol-1-yl)-[1,2,4]triazolo[4,3-c]pyrimidin-5-yl)carbamate